OC=1C(=C(OC2C(C(C(C(O2)C(=O)O)O)O)O)C=C(C1)O)C(CCC1=CC(=C(C(=C1)OC)OC)OC)=O 6-{3,5-dihydroxy-2-[3-(3,4,5-trimethoxyphenyl)propanoyl]phenoxy}-3,4,5-trihydroxyoxane-2-carboxylic acid